(S)-(1-(3-(4-cyanophenyl)-2-(4-methoxyphenyl)quinoxalin-6-yl)piperidin-3-yl)carbamic acid tert-butyl ester C(C)(C)(C)OC(N[C@@H]1CN(CCC1)C=1C=C2N=C(C(=NC2=CC1)C1=CC=C(C=C1)OC)C1=CC=C(C=C1)C#N)=O